COC(C1=C(C=CC(=C1)O)NC(CC(=O)OC)=O)=O 2-(2-methoxycarbonylacetamido)-5-hydroxy-benzoic acid methyl ester